F\C(\C(=O)OCC)=C/C1=NC(=CC=C1)COC ethyl (Z)-2-fluoro-3-(6-(methoxymethyl)pyridine-2-yl)acrylate